1,1-bis(diphenylphosphino)pyridinium palladium dichloride [Pd](Cl)Cl.C1(=CC=CC=C1)P([N+]1(CC=CC=C1)P(C1=CC=CC=C1)C1=CC=CC=C1)C1=CC=CC=C1